[Br-].[Br-].[Br-].C[Ti+3] Methyl-titanium tribromide